(2e,4e)-5-(benzo[d][1,3]dioxol-5-yl)-1-(4-(5-chloropyrimidin-2-yl)piperazin-1-yl)penta-2,4-dien-1-one O1COC2=C1C=CC(=C2)/C=C/C=C/C(=O)N2CCN(CC2)C2=NC=C(C=N2)Cl